ketolactic acid O=CC(C(=O)O)O